COC1=CC=C(C=C1)C1=CN=C2N1C=C(C=C2)C(=O)O 3-(4-methoxyphenyl)imidazo[1,2-a]pyridine-6-carboxylic acid